2-(3-(6-(6-([1,1'-biphenyl]-3-yl)-2-phenylpyrimidin-4-yl)pyridin-3-yl)phenyl)-4,6-diphenyl-1,3,5-triazine C1(=CC(=CC=C1)C1=CC(=NC(=N1)C1=CC=CC=C1)C1=CC=C(C=N1)C=1C=C(C=CC1)C1=NC(=NC(=N1)C1=CC=CC=C1)C1=CC=CC=C1)C1=CC=CC=C1